OC[C@H](C)N1C=NC2=C(C1=O)C=C(N=C2N2C=NC=C2)C2=NC=C(C=C2)C(F)(F)F (s)-3-(1-hydroxypropan-2-yl)-8-(1H-imidazol-1-yl)-6-(5-(trifluoromethyl)pyridin-2-yl)pyrido[3,4-d]pyrimidin-4(3H)-one